C(CCCCCCCCC=C)(=O)OCC(O)CO Glyceryl Monoundecylenate